2-(1-acetyl-1H-indazol-4-yl)-2-(piperidin-4-ylidene)acetonitrile hydrochloride Cl.C(C)(=O)N1N=CC2=C(C=CC=C12)C(C#N)=C1CCNCC1